[Ca].[Sr] Strontium-Calcium